1-Bromo-4-(3-bromopropoxy)-butane BrCCCCOCCCBr